C(C)C(C(=O)[O-])(CCCCCCCC)CC.[Nd+3].C(C)C(C(=O)[O-])(CCCCCCCC)CC.C(C)C(C(=O)[O-])(CCCCCCCC)CC Neodymium (2,2-diethyl decanoate)